C(C(Cl)(Cl)Cl)(F)(F)F trichlorotrifluoroethane